NC1=C2C(=NC=N1)N(N=C2C2=CC=C(C=C2)OC2=CC=CC=C2)C2CCC(CC2)NC(\C=C\CN(C)C)=O (E)-N-((1s,4s)-4-(4-amino-3-(4-phenoxyphenyl)-1H-pyrazolo[3,4-d]Pyrimidin-1-yl)cyclohexyl)-4-(dimethylamino)but-2-enamide